tert-butyl (4-((2-(2,6-dioxopiperidin-3-yl)-1-oxoisoindolin-4-yl)amino)butyl)(methyl)carbamate O=C1NC(CCC1N1C(C2=CC=CC(=C2C1)NCCCCN(C(OC(C)(C)C)=O)C)=O)=O